N1(N=CN=C1)CCC(=O)O 1,2,4-Triazole-1-propionic acid